(S)-14-((benzyloxy)carbonyl)-3,15-dioxo-1-phenyl-14-undecyl-2,19,22,25,28,31,34,37,40,43,46,49,52-tridecaoxa-16-azapentapentacontan-55-oic acid C(C1=CC=CC=C1)OC(=O)[C@@](CCCCCCCCCCC(OCC1=CC=CC=C1)=O)(C(NCCOCCOCCOCCOCCOCCOCCOCCOCCOCCOCCOCCOCCC(=O)O)=O)CCCCCCCCCCC